FC1=C(C(=C(C=C1N1N=CC2=CC(=CC=C12)N(C1CCOCC1)C)C(F)(F)F)F)O 2,6-Difluoro-3-(5-(methyl(tetrahydro-2H-pyran-4-yl)amino)-1H-indazol-1-yl)-5-(trifluoromethyl)phenol